(R)-4-[(1,3-Dimethyl-azetidin-3-yl)-hydroxy-(4-trifluoromethoxy-phenyl)-methyl]-benzonitrile CN1CC(C1)(C)[C@@](C1=CC=C(C#N)C=C1)(C1=CC=C(C=C1)OC(F)(F)F)O